3-((4-(decyloxy)phenyl)sulfonyl)-4-(4-(4-methyl-1,4-diazepan-1-yl)piperidin-1-yl)-6-(methylsulfinyl)quinoline C(CCCCCCCCC)OC1=CC=C(C=C1)S(=O)(=O)C=1C=NC2=CC=C(C=C2C1N1CCC(CC1)N1CCN(CCC1)C)S(=O)C